CC(CN1C(C=CC2=C1N=C(N=C2)N[C@@H](C)C2=CC=C(C=C2)C(=O)N2CCC(CC2)O)=O)(C)C 8-(2,2-dimethylpropyl)-2-{[(1S)-1-{4-[(4-hydroxypiperidin-1-yl)carbonyl]phenyl}ethyl]amino}pyrido[2,3-d]pyrimidin-7(8H)-one